3-(3-fluoro-4-((4-methylpyrimidin-2-yl)oxy)phenyl)-7-methoxy-1-methyl-1H-pyrrolo[2,3-d]pyridazin-4-amine FC=1C=C(C=CC1OC1=NC=CC(=N1)C)C1=CN(C2=C(N=NC(=C21)N)OC)C